(3-(trifluoromethyl)phenyl)methanamine FC(C=1C=C(C=CC1)CN)(F)F